hexahydro-isobenzofuran-1,3-dione C1(OC(C2CCCCC12)=O)=O